C1(CCC1)N1N=CC(=C1O)C(=O)OCC Ethyl 1-cyclobutyl-5-hydroxy-1H-pyrazole-4-carboxylate